N-(p-toluenesulfonyl)-N'-(3-p-toluenesulfonylphenyl)urea CC1=CC=C(C=C1)S(=O)(=O)NC(=O)NC1=CC(=CC=C1)S(=O)(=O)C1=CC=C(C)C=C1